difluoro(oxalic acid) FOC(C(=O)OF)=O